4-chloro-3-(4,4,5,5-tetramethyl-1,3,2-dioxaborolan-2-yl)pyridine ((3R)-tetrahydrofuran-3-yl)4-methylbenzenesulfonate O1C[C@@H](CC1)OS(=O)(=O)C1=CC=C(C=C1)C.ClC1=C(C=NC=C1)B1OC(C(O1)(C)C)(C)C